1-(4-(4-([1,2,4]triazolo[1,5-a]pyridin-7-yloxy)-3-methylphenylamino)quinazolin-6-yl)-4-((2-(dimethylamino)ethoxy)methyl)-3-methylenepyrrolidin-2-one N=1C=NN2C1C=C(C=C2)OC2=C(C=C(C=C2)NC2=NC=NC1=CC=C(C=C21)N2C(C(C(C2)COCCN(C)C)=C)=O)C